ClC=1C=NC(=C(C(=O)NC2CCC(CC2)CN2C(N(C3=C2C=CC=C3)C=3C=NC(=CC3)C)=O)C1)C(F)(F)F 5-chloro-N-((1r,4r)-4-((3-(6-methylpyridin-3-yl)-2-oxo-2,3-dihydro-1H-benzo[d]imidazol-1-yl)methyl)cyclohexyl)-2-(trifluoro-methyl)nicotinamide